[Co]=[Te] Cobalt telluride